C(C)N1C(=NN(C1=O)C=1C=C2C(=CN(C(C2=CC1F)=O)C1=NC=CC=C1C)C(C)C)CO 6-(4-ethyl-3-(hydroxymethyl)-5-oxo-4,5-dihydro-1H-1,2,4-triazol-1-yl)-7-fluoro-4-isopropyl-2-(3-methylpyridin-2-yl)isoquinolin-1(2H)-one